C(#N)C1=CC(=C(COC2=CC=CC(=N2)C2=CC(=C(CC3=NC4=C(N3CCOC)C=C(C=C4)C(=O)O)C=C2)C)C=C1)F 2-(4-(6-(4-cyano-2-fluorobenzyloxy)pyridin-2-yl)-2-methylbenzyl)-1-(2-methoxyethyl)-1H-benzo[d]imidazole-6-carboxylic acid